ethyl 5-(4-fluorophenyl)-4-oxo-1,4-dihydropyridine-3-carboxylate FC1=CC=C(C=C1)C=1C(C(=CNC1)C(=O)OCC)=O